3-bromo-1-iodo-2-methoxynaphthalene BrC=1C(=C(C2=CC=CC=C2C1)I)OC